sodium chlorosilver Cl[Ag].[Na]